FC(CN1N=CC=2C1=NC(=CN2)N2CCC1(CC(N(C1=O)C=1C=NC(=CC1)C(F)(F)F)C1=CC=CC=C1)CC2)F 8-[1-(2,2-difluoroethyl)-1H-pyrazolo[3,4-b]pyrazin-6-yl]-3-phenyl-2-[6-(trifluoromethyl)pyridin-3-yl]-2,8-diazaspiro[4.5]decan-1-one